N[C@H](C#N)CC=1N=CNC1 (S)-2-amino-3-(1H-imidazol-4-yl)propionitrile